ClC1=CC=C(C=C1)S(=O)(=O)N1CC(C(C(C1)=CC=1N=NN(C1)C(C)C)=O)=CC=1N=NN(C1)C(C)C 1-((4-chlorophenyl)sulfonyl)-3,5-bis((1-isopropyl-1H-1,2,3-triazol-4-yl)methylene)piperidin-4-one